(6-Bromo-2,3-difluorophenyl)(methyl)sulfane BrC1=CC=C(C(=C1SC)F)F